NCCOCCNC(C1=C(C=C(C=C1)NC=1C=2N(C=CN1)C(=CN2)C=2C(=NN(C2)CC(CO)(C)CCl)C(F)(F)F)CC)=O N-[2-(2-aminoethoxy)ethyl]-4-[[3-[1-[2-(chloromethyl)-3-hydroxy-2-methylpropyl]-3-(trifluoromethyl)pyrazol-4-yl]imidazo[1,2-a]pyrazin-8-yl]amino]-2-ethylbenzamide